C(C1=CC=CC=C1)NC(=O)C1CN(CCS1(=O)=O)C(=O)OC(C)(C)C tert-butyl 2-(benzylcarbamoyl)thiomorpholine-4-carboxylate 1,1-dioxide